1-(1H-Benzo[d]imidazol-5-yl)-5-phenylimidazolidin-4-on N1C=NC2=C1C=CC(=C2)N2CNC(C2C2=CC=CC=C2)=O